4-methylphenyl 2-methyl-propyl ether CC(COC1=CC=C(C=C1)C)C